C(C)(C)(C)OC(=O)[C@@H]1CC[C@H](CC1)CN1CCN(CC1)C1=C(C=C(C=C1)N)F trans-tert-butyl-4-((4-(4-amino-2-fluorophenyl)piperazin-1-yl)methyl)cyclohexane-1-carboxylate